1,3-diphenyl-1-aminopropane C1(=CC=CC=C1)C(CCC1=CC=CC=C1)N